COC(C(CC=1C=C2C=NNC2=C(C1)C)N)=O 2-amino-3-(7-methyl-1H-indazol-5-yl)propionic acid methyl ester